diethyl 6-acetyl-5,6-dihydro-1,6-naphthyridine-7,7(8H)-dicarboxylate C(C)(=O)N1CC=2C=CC=NC2CC1(C(=O)OCC)C(=O)OCC